(S)-2,2,2-trifluoro-1-((R or S)-3-(2-(5-fluorothiophen-2-yl)ethyl)-1-(2-(6-methylpyridin-3-yl)propan-2-yl)pyrrolidin-3-yl)ethyl carbamate C(N)(O[C@H](C(F)(F)F)[C@]1(CN(CC1)C(C)(C)C=1C=NC(=CC1)C)CCC=1SC(=CC1)F)=O |o1:8|